NC1=C(SC=2N=C(N=CC21)C)C(=O)NC2CC=1C=CC(=NC1CC2)N2CC(C(C2)C(F)F)N 5-amino-N-{2-[3-amino-4-(difluoromethyl)pyrrolidin-1-yl]-5,6,7,8-tetrahydroquinolin-6-yl}-2-methylthieno[2,3-d]pyrimidine-6-carboxamide